methyl 2-[acetyl(cyclopropylmethyl)amino]-5-(4,4,5,5-tetramethyl-1,3,2-dioxaborolan-2-yl)benzoate C(C)(=O)N(C1=C(C(=O)OC)C=C(C=C1)B1OC(C(O1)(C)C)(C)C)CC1CC1